COCCC1=NC=2C(=C3C(=NC2)C=CS3)N1CC1CCN(CC1)C(=O)OC(C)(C)C tert-butyl 4-{[2-(2-methoxyethyl)thieno[3,2-b]imidazo[4,5-d]pyridin-1-yl]methyl}hexahydropyridine-1-carboxylate